C(C)(C)C1C(CC(CC1)C)C(COCC)(COC)CC[Si](C1=CC=CC=C1)(C1=CC=CC=C1)C 2-(2-isopropyl-5-methylcyclohexyl)-2-(2-methyldiphenylsilylethyl)-1-ethoxy-3-methoxy-propane